C(#N)C1=CC(=C(C=C1)COC1=CC=CC(=N1)C1=C(C=C(C=C1)CC=1N(C2=C(N1)C=CC(=C2)C(=O)O)CCOC)C)F 2-{[4-[6-[(4-Cyano-2-fluoro-phenyl)methoxy]-2-pyridinyl]-3-methyl-phenyl]methyl}-3-(2-methoxyethyl)benzimidazole-5-carboxylic acid